5-(3-bromophenyl)-2-phenethyl-1H-pyrrole-3-carbothioamide BrC=1C=C(C=CC1)C1=CC(=C(N1)CCC1=CC=CC=C1)C(N)=S